(S)-1-(4-((1-(5-(3-cyano-5-fluorophenyl)-4,5-dihydro-1H-pyrazole-1-carbonyl)azetidin-3-yl)oxy)-5-fluoropyridin-2-yl)-N,3,5-trimethyl-1H-pyrazole-4-carboxamide C(#N)C=1C=C(C=C(C1)F)[C@@H]1CC=NN1C(=O)N1CC(C1)OC1=CC(=NC=C1F)N1N=C(C(=C1C)C(=O)NC)C